ClC1=CC(=C(C=C1)C1=NC(=CC=2N=C(N(C(C21)=O)C)C)N2C[C@H](OCC2)C=2C=NN(C2)C)F (R)-5-(4-chloro-2-fluorophenyl)-2,3-dimethyl-7-(2-(1-methyl-1H-pyrazol-4-yl)morpholino)pyrido[4,3-d]pyrimidin-4(3H)-one